C(=O)(O)C12N=CN=C(C2=NCN1[C@H]1[C@H](O)[C@H](OP(=O)(O)O)[C@@H](COP(=O)(O)OP(=O)(O)OCC(C)(C)[C@@H](O)C(=O)NCCC(=O)NCCS)O1)N 4-carboxy(COa)